(R)-N-(1-(6-(5-(1-(3,5-dichloropyridin-4-yl)ethoxy)-1H-indazol-3-yl)pyridazin-3-yl)-3-methylazetidin-3-yl)-2-(dimethylamino)acetamide ClC=1C=NC=C(C1[C@@H](C)OC=1C=C2C(=NNC2=CC1)C1=CC=C(N=N1)N1CC(C1)(C)NC(CN(C)C)=O)Cl